6-(1-methyl-1H-pyrazol-4-yl)-N-(2-methyl-5-(1-(pentan-3-yl)azetidine-3-carboxamido)pyridin-3-yl)pyrazolo[1,5-a]pyrazine-3-carboxamide CN1N=CC(=C1)C=1N=CC=2N(C1)N=CC2C(=O)NC=2C(=NC=C(C2)NC(=O)C2CN(C2)C(CC)CC)C